(S)-3,4-dimethyl-2-oxo-1,2,3,4-tetrahydroquinazoline-7-carboxylic acid methyl ester COC(=O)C1=CC=C2[C@@H](N(C(NC2=C1)=O)C)C